CC1=NC(=CC=C1C1CC(COC1)CC(=O)OC)C=1N=NN(C1COC1OCCCC1)C methyl 2-(5-(2-methyl-6-(1-methyl-5-(((tetrahydro-2H-pyran-2-yl)oxy)methyl)-1H-1,2,3-triazol-4-yl)pyridin-3-yl)tetrahydro-2H-pyran-3-yl)acetate